tert-butyl 6-(2-(2-ethoxy-2-oxoethyl)-1H-imidazo[4,5-b]pyridin-5-yl)-2,6-diazaspiro[3.3]heptane-2-carboxylate C(C)OC(CC=1NC=2C(=NC(=CC2)N2CC3(CN(C3)C(=O)OC(C)(C)C)C2)N1)=O